1-isopropyl-6-{(3S,4S)-4-methyl-1-[(2-methylpyrimidin-5-yl)methyl]pyrrolidin-3-yl}-1,5-dihydro-4H-pyrazolo[3,4-d]pyrimidin-4-one C(C)(C)N1N=CC2=C1N=C(NC2=O)[C@@H]2CN(C[C@H]2C)CC=2C=NC(=NC2)C